(R)-3-((3-(8-amino-4-methylpyrimidino[5,4-d]pyrimidin-2-yl-6-d)phenyl)ethynyl)-3-hydroxy-1-methylpyrrolidin-2-one NC1=NC(=NC2=C1N=C(N=C2C)C=2C=C(C=CC2)C#C[C@]2(C(N(CC2)C)=O)O)[2H]